(2R)-4,4-difluoro-2-(4-fluorophenyl)-N-{4-[3-(6-fluoropyridin-2-yl)-1H-pyrrolo[3,2-b]pyridin-2-yl]pyridin-2-yl}butanamide FC(C[C@@H](C(=O)NC1=NC=CC(=C1)C1=C(C2=NC=CC=C2N1)C1=NC(=CC=C1)F)C1=CC=C(C=C1)F)F